C(C)(C)(C)OC(=O)N1CCC(CC1)C1=NN=C2N1C1=C(CC(C2)OC)C=C(C=C1)Cl tert-Butyl-4-(8-chloro-5-methoxy-5,6-dihydro-4H-[1,2,4]triazolo[4,3-a][1]benzazepin-1-yl)piperidin-1-carboxylat